1-(methylsulfonyl)-2-naphthoic acid CS(=O)(=O)C1=C(C=CC2=CC=CC=C12)C(=O)O